FC(OC1=CC=C(C=C1)C1=CC=C(C=C1)C=O)(F)F 4'-trifluoromethoxybiphenyl-4-carbaldehyde